C(C1=CC=CC=C1)OC1=NC(=CC=C1C1=NN(C2=CC(=CC=C12)N[C@H]1CN(CCC1)C(=O)OC(C)(C)C)C)OCC1=CC=CC=C1 tert-butyl (R)-3-((3-(2,6-bis(benzyloxy)pyridin-3-yl)-1-methyl-1H-indazol-6-yl)amino)piperidine-1-carboxylate